FC(F)(F)C1C(C=CC=C1)=O trifluoromethylbenzeneOne